C1(CCCC1)COC=1C=CC2=C(C(=C(O2)C)C(=O)OCC)C1 ethyl 5-(cyclopentylmethoxy)-2-methylbenzofuran-3-carboxylate